1-[5-ethylsulfanyl-6-[1-(2,2,3,3,3-pentafluoropropyl)pyrrolo[2,3-c]pyridin-5-yl]-3-pyridyl]cyclopropane-carbonitrile C(C)SC=1C=C(C=NC1C=1C=C2C(=CN1)N(C=C2)CC(C(F)(F)F)(F)F)C2(CC2)C#N